4-(3,5-dichlorophenyl)-1-(5-(isopropylthio)-4-(4-(trifluoromethyl)phenyl)thiazol-2-yl)-3-methyl-1H-pyrazole-5-carboxylic acid ClC=1C=C(C=C(C1)Cl)C=1C(=NN(C1C(=O)O)C=1SC(=C(N1)C1=CC=C(C=C1)C(F)(F)F)SC(C)C)C